4-hydroxytetrahydrofuran-2-carboxylic acid OC1CC(OC1)C(=O)O